[1-(1-benzofuran-2-yl)propan-2-yl](ethyl)amine O1C(=CC2=C1C=CC=C2)CC(C)NCC